2-[5-bromo-2-(chlorosulfonyl)phenyl]acetic acid methyl ester COC(CC1=C(C=CC(=C1)Br)S(=O)(=O)Cl)=O